Benzyl bicyclo[3.1.0]hexan-3-ylcarbamate C12CC(CC2C1)NC(OCC1=CC=CC=C1)=O